6-(2-fluoro-6-methoxyphenyl)-N-[5-fluoro-2-(4-methylpiperazin-1-yl)phenyl]pyrazine-2-carboxamide FC1=C(C(=CC=C1)OC)C1=CN=CC(=N1)C(=O)NC1=C(C=CC(=C1)F)N1CCN(CC1)C